N[C@@H](CC(=O)N1[C@@H](C2CCC1C2)C#N)CC2=CC=C(C=C2)F Exo-(2S)-3-[(3R)-3-amino-4-(4-fluorophenyl)butanoyl]-3-azabicyclo[2.2.1]heptane-2-carbonitrile